3-[(3-fluoro-2-methylphenyl)amino]-2-(3-{[(2S)-1-(2-fluoroprop-2-enoyl)pyrrolidin-2-yl]methoxy}pyridin-4-yl)-1H,5H,6H,7H-pyrrolo[3,2-c]pyridin-4-one FC=1C(=C(C=CC1)NC1=C(NC2=C1C(NCC2)=O)C2=C(C=NC=C2)OC[C@H]2N(CCC2)C(C(=C)F)=O)C